dirhodium tetraphosphine P.P.P.P.[Rh].[Rh]